C(C)(C)(C)OC(=O)N(NC(=O)N1C=CC2=C1N=CN=C2N(C)[C@H]2CN(CC[C@H]2C)C(CC#N)=O)CC=C 1-allyl-2-(4-(((3R,4R)-1-(2-cyanoacetyl)-4-methylpiperidin-3-yl)(methyl)amino)-7H-pyrrolo[2,3-d]pyrimidine-7-carbonyl)hydrazine-1-carboxylic acid tert-butyl ester